(3-(2-(2-aminoethoxy)ethoxy)benzyl)-4-(1-(cyclopropanecarbonyl)indolin-5-yl)-5-methylthiazole-2-carboxamide NCCOCCOC=1C=C(CNC(=O)C=2SC(=C(N2)C=2C=C3CCN(C3=CC2)C(=O)C2CC2)C)C=CC1